4-(3-methylphenyl)-5-pyridin-4-yl-1,2,4-triazole-3-thiolate CC=1C=C(C=CC1)N1C(=NN=C1C1=CC=NC=C1)[S-]